(3S)-4-(dibenzylamino)-3-fluoro-2-methyl-butan-2-ol C(C1=CC=CC=C1)N(C[C@@H](C(C)(O)C)F)CC1=CC=CC=C1